(S)-(4-(1,3-Dioxoisoindolin-2-yl)-5-((2-(3-nitrophenyl)-2-oxoethyl)amino)-5-oxopentyl)carbamic acid tert-butyl ester C(C)(C)(C)OC(NCCC[C@@H](C(=O)NCC(=O)C1=CC(=CC=C1)[N+](=O)[O-])N1C(C2=CC=CC=C2C1=O)=O)=O